7,7-dimethyl-6,6-dioxo-N-[(3S)-5-methyl-4-oxo-2,3-dihydro-1,5-benzoxazepine-3-yl]-5H-thieno[3,4-d]Pyrimidine-2-carboxamide CC1(S(CC2=C1N=C(N=C2)C(=O)N[C@H]2COC1=C(N(C2=O)C)C=CC=C1)(=O)=O)C